ClC1=NC=CC(=N1)C1=CC=CC2=C1N(C(O2)=O)C (2-chloropyrimidin-4-yl)-3-methylbenzo[d]oxazole-2(3H)-one